N-[[1-(trifluoromethyl)cyclopropyl]methyl]-2-azaspiro[3.3]heptane-6-carboxamide FC(C1(CC1)CNC(=O)C1CC2(CNC2)C1)(F)F